3-{4-[8-amino-3-methyl-5-(4-methylpiperazine-1-carbonyl)imidazo[1,5-a]pyrazin-1-yl]naphthalen-1-yl}-1-[3-(trifluoromethyl)phenyl]urea NC=1C=2N(C(=CN1)C(=O)N1CCN(CC1)C)C(=NC2C2=CC=C(C1=CC=CC=C21)NC(NC2=CC(=CC=C2)C(F)(F)F)=O)C